N1(C=NC=C1)C=1C=CC(=C(C1)O)C1=NC=C(N=C1)SC1CC(NC(C1)(C)C)(C)C 5-(1H-imidazol-1-yl)-2-(5-((2,2,6,6-tetramethylpiperidin-4-yl)thio)pyrazin-2-yl)phenol